[4-(4-fluorophenyl)-1H-imidazol-1-yl]Acetate FC1=CC=C(C=C1)C=1N=CN(C1)CC(=O)[O-]